tert-butyl 4-[[3-[[1-(1,3-benzothiazol-2-yl)-2-[3-[(E)-N'-hydroxycarbamimidoyl]phenyl]ethyl]sulfamoyl]phenyl]carbamoyl]piperidine-1-carboxylate S1C(=NC2=C1C=CC=C2)C(CC2=CC(=CC=C2)\C(\N)=N/O)NS(=O)(=O)C=2C=C(C=CC2)NC(=O)C2CCN(CC2)C(=O)OC(C)(C)C